F[P-](F)(F)(F)(F)F.ClC(N(C)C)=[N+](C)C [chloro(dimethylamino)-methylene]dimethylammonium hexafluorophosphate